C(C)(C)(C)OC(=O)N1CC(C1)O.Cl.N1CC(C1)OC1=NC=C(C=C1)C(F)(F)F 2-(azetidin-3-yloxy)-5-(trifluoromethyl)pyridine hydrochloride tert-Butyl-3-hydroxyazetidine-1-carboxylate